S1C(=NC2=C1C=CC=C2)C(CCC(=O)OC)NC(=O)OC(C)(C)C Methyl 4-(benzo[d]thiazol-2-yl)-4-((tert-butoxycarbonyl)amino)butanoate